N-(3-(hydroxymethyl)oxetan-3-yl)-2-methyl-5-((4-methylthiazol-5-yl)methoxy)benzofuran-3-carboxamide OCC1(COC1)NC(=O)C1=C(OC2=C1C=C(C=C2)OCC2=C(N=CS2)C)C